2,5-dioxopyrrolidin-1-yl (2-(trimethylsilyl)ethyl) carbonate C(ON1C(CCC1=O)=O)(OCC[Si](C)(C)C)=O